NC=1C(=NC=CN1)C(=O)N 3-Amino-pyrazine-2-amide